acrylamidopropyl-bis(trimethylsiloxy)methylsilane C(C=C)(=O)NCCC[SiH2]C(O[Si](C)(C)C)O[Si](C)(C)C